COC(=O)N1CCC2=CC=C(C=C12)N1C(NC(CC1)=O)=O 6-(2,4-Dioxotetrahydropyrimidin-1(2H)-yl)indoline-1-carboxylic acid methyl ester